FC=1C=NN(C1)C1CCC(CC1)C=O (1r,4r)-4-(4-fluoro-1H-pyrazol-1-yl)cyclohexane-1-carbaldehyde